2,2-difluoro-N-(4-(2-((1-methyl-1H-pyrazol-4-yl)amino)pyrimidin-4-yl)-1H-indol-7-yl)cyclopropane-1-carboxamide FC1(C(C1)C(=O)NC=1C=CC(=C2C=CNC12)C1=NC(=NC=C1)NC=1C=NN(C1)C)F